C(CCCCCCC)C=1C(=C(C#N)C=CC1)I Octyliodobenzonitrile